C(C)(C)(C)C1=C(N=C2C(=NC(=NC2=N1)N)N)CN(C)C1=CC(=CC=C1)CN tert-butyl-6-(((3-(aminomethyl)phenyl)(methyl)amino)methyl)pteridine-2,4-diamine